OCCC=1C=C2C(N=CS2)=C(C1)O 6-(2-hydroxyethyl)benzo[d]thiazole-4-ol